C(C1=CC=CC=C1)OC(=O)N1CC2(CCC2N)CC1 Benzyl-1-amino-6-azaspiro[3.4]octane-6-carboxylate